2-(tert-butyl)-9,10-di(2-naphthyl)anthracene C(C)(C)(C)C1=CC2=C(C3=CC=CC=C3C(=C2C=C1)C1=CC2=CC=CC=C2C=C1)C1=CC2=CC=CC=C2C=C1